NC1=NC=CC(=N1)C1=C(C=C(C=C1)NC(=O)C=1C=NN(C1C(F)(F)F)C=1C=CC=C2C=CN=CC12)Cl N-(4-(2-Aminopyrimidin-4-yl)-3-chlorophenyl)-1-(isochinolin-8-yl)-5-(trifluoromethyl)-1H-pyrazol-4-carboxamid